ClC=1C=C(C=C(C1)Cl)N(S(=O)(=O)CC)CC1=NC=C(C=C1)C=1OC(=NN1)C(F)F N-(3,5-dichlorophenyl)-N-((5-(5-(difluoromethyl)-1,3,4-oxadiazol-2-yl)pyridin-2-yl)methyl)ethanesulfonamide